3-(benzyloxy)-2-hydroxypropyl methacrylate C(C(=C)C)(=O)OCC(COCC1=CC=CC=C1)O